3-(2-(2,6-dioxopiperidin-3-yl)-1-oxoisoindolin-4-yl)prop-2-yn-1-yl 2-(4-((3-benzyl-9-methyl-4H,6H-thieno[2,3-e][1,2,4]triazolo[3,4-c][1,4]oxazepin-2-yl)ethynyl)-1H-pyrazol-1-yl)acetate C(C1=CC=CC=C1)C1=C(SC=2N3C(COCC21)=NN=C3C)C#CC=3C=NN(C3)CC(=O)OCC#CC3=C2CN(C(C2=CC=C3)=O)C3C(NC(CC3)=O)=O